2-[2,2-Difluoro-2-(pyridin-2-yl)ethyl]-8-methyl-4,5-dihydro-2H-furo[2,3-g]indazole-7-carboxylic acid ethyl ester C(C)OC(=O)C1=C(C2=C(CCC3=CN(N=C23)CC(C2=NC=CC=C2)(F)F)O1)C